C(C1=CC=CC=C1)SC=1C=C2CN(C(C2=CC1)C(=O)OC)C(=O)OCC1C2=CC=CC=C2C=2C=CC=CC12 2-(9H-Fluoren-9-yl)methyl 1-methyl 5-(benzylthio)isoindoline-1,2-dicarboxylate